((2S,3R,4R)-2-(3,4-Dimethoxyphenyl)-4-(4-methylbenzyl)tetrahydrofuran-3-yl)-methanol COC=1C=C(C=CC1OC)[C@H]1OC[C@@H]([C@@H]1CO)CC1=CC=C(C=C1)C